ethyl {[4-(2,6-dimethoxyphenyl)-5-(thiophen-2-yl)-4H-1,2,4-triazol-3-yl]sulfanyl}acetate COC1=C(C(=CC=C1)OC)N1C(=NN=C1C=1SC=CC1)SCC(=O)OCC